tris(4-chlorophenyl)phosphine ClC1=CC=C(C=C1)P(C1=CC=C(C=C1)Cl)C1=CC=C(C=C1)Cl